rac-(1R,3S)-3-((5-chloro-4-(3-(4-fluoro-2-oxopyridin-1(2H)-yl)phenyl)pyrimidin-2-yl)amino)cyclohexane-1-carboxylic acid ClC=1C(=NC(=NC1)N[C@@H]1C[C@@H](CCC1)C(=O)O)C1=CC(=CC=C1)N1C(C=C(C=C1)F)=O |r|